BrC(C(=O)C1CC1)C1=C(C=CC=C1)F 2-bromo-1-cyclopropyl-2-(2-fluorophenyl)-1-ethanone